NCC1(CN(C1)C1=NC=C(C(=C1)OC1=C(C=C(C=C1)N1N=CN(C1=O)CC1=C(C=CC=C1F)F)F)F)C 2-(4-((2-(3-(aminomethyl)-3-methylazetidin-1-yl)-5-fluoropyridin-4-yl)oxy)-3-fluorophenyl)-4-(2,6-difluorobenzyl)-2,4-dihydro-3H-1,2,4-triazol-3-one